2-methoxy-6-methyl-N-(2-(morpholinomethyl)benzyl)nicotinamide COC1=C(C(=O)NCC2=C(C=CC=C2)CN2CCOCC2)C=CC(=N1)C